C(C)C=1C(=NC=NC1O)O 5-ethylpyrimidine-4,6-diol